3-(1-(5-chloro-1-((5-phenylpyridin-2-yl)methyl)-1H-indole-7-carboxamido)cyclopropyl)bicyclo[1.1.1]pentane-1-carboxylic acid ClC=1C=C2C=CN(C2=C(C1)C(=O)NC1(CC1)C12CC(C1)(C2)C(=O)O)CC2=NC=C(C=C2)C2=CC=CC=C2